3-chloro-5-[1-[(3S,4S)-3-[(4-methanesulfonylphenoxy)methyl]-4-methylpyrrolidin-1-yl]propan-2-yl]benzonitrile ClC=1C=C(C#N)C=C(C1)C(CN1C[C@H]([C@@H](C1)C)COC1=CC=C(C=C1)S(=O)(=O)C)C